CC=1C=CC(=C(C1)O)C1=NN=C(C2=CC=CC=C12)N([C@H]1CN(CCC1)C)C (R)-5-methyl-2-(4-(methyl-(1-methylpiperidin-3-yl)amino)phthalazin-1-yl)phenol